C1(=CC=C(C=C1)N1C=NN(C1=O)CC1=CC(=C(OC(C(=O)O)(C)C)C(=C1)C)C)C1=CC=CC=C1 2-(4-((4-([1,1'-Biphenyl]-4-yl)-5-oxo-4,5-dihydro-1H-1,2,4-triazol-1-yl)methyl)-2,6-dimethylphenoxy)-2-methylpropionic acid